[1-[[4-[1-(2,6-dichlorophenyl) azetidin-3-yl] phenyl] methyl]-4-methyl-4-piperidinyl] acetate C(C)(=O)OC1(CCN(CC1)CC1=CC=C(C=C1)C1CN(C1)C1=C(C=CC=C1Cl)Cl)C